Tert-butyl (2R)-2-{[3-(5-ethyl-1,3-thiazol-2-yl)-5-({(1R)-1-[2-(trifluoromethyl)pyrimidin-5-yl]ethyl}carbamoyl)phenoxy] methyl}morpholine-4-carboxylate C(C)C1=CN=C(S1)C=1C=C(OC[C@H]2CN(CCO2)C(=O)OC(C)(C)C)C=C(C1)C(N[C@H](C)C=1C=NC(=NC1)C(F)(F)F)=O